C(C)(=O)OCCCCCCCCCC\C=C\CCCl (11E)-14-chloro-11-tetradecenyl acetate